N-(2-(piperidin-1-yl)ethyl)-[2,2'-bipyridin]-5-amine N1(CCCCC1)CCNC=1C=CC(=NC1)C1=NC=CC=C1